CC1(N(CCN(C1)C1=CC2=C(N(C(O2)=O)C)C=C1)C(=O)NCCCCC1=CC=CC=C1)C 2,2-dimethyl-4-(3-methyl-2-oxo-1,3-benzoxazol-6-yl)-N-(4-phenylbutyl)piperazine-1-carboxamide